(S)-N-(7-chloro-6-(1-(oxetan-3-yl)piperidin-4-yl)isoquinolin-3-yl)-6,6-difluorospiro[2.5]octane-1-carboxamide ClC1=C(C=C2C=C(N=CC2=C1)NC(=O)[C@H]1CC12CCC(CC2)(F)F)C2CCN(CC2)C2COC2